benzyl N-ethyl-N-[(3S)-pyrrolidin-3-yl]carbamate C(C)N(C(OCC1=CC=CC=C1)=O)[C@@H]1CNCC1